ClC1=C(C=C(N=N1)O)OC 6-Chloro-5-methoxypyridazin-3-ol